[NH+]1(C=2C(=CC=C1)C=CC2)[O-] cyclopenta[b]pyridine 1-oxide